2-(2-(4-(4-acryloylpiperazin-1-yl)-6-chloroquinazolin-7-yl)phenyl)acetonitrile C(C=C)(=O)N1CCN(CC1)C1=NC=NC2=CC(=C(C=C12)Cl)C1=C(C=CC=C1)CC#N